FC1=C(C=CC=C1)NC(=O)N1C(C=2NN=CC2C1)(C)C N-(2-fluorophenyl)-6,6-dimethyl-4,6-dihydropyrrolo[3,4-c]pyrazol-5(1H)-carboxamid